N-[4-(2,4-difluorophenoxy)-3-{6-methyl-2-[(4-methylpiperazin-1-yl)carbonyl]-7-oxo-6,7-dihydro-1H-pyrrolo[2,3-c]pyridin-4-yl}phenyl]ethanesulfonamide FC1=C(OC2=C(C=C(C=C2)NS(=O)(=O)CC)C=2C3=C(C(N(C2)C)=O)NC(=C3)C(=O)N3CCN(CC3)C)C=CC(=C1)F